C(C1=CC=CC=C1)C1(CCNCC1)N(C([O-])=O)[C@H](C(=O)N[C@H](C(=O)C=1SC2=C(N1)C=CC=C2)CCCNC(=N)N)CC(C)C 4-benzylpiperidin-4-yl((S)-1-(((S)-1-(benzo[d]thiazol-2-yl)-5-guanidino-1-oxopentan-2-yl)amino)-4-methyl-1-oxopentan-2-yl)carbamate